methyl (R)-2-aminobutanoate hydrogen chloride Cl.N[C@@H](C(=O)OC)CC